(R)-2-(2-Hydroxy-propan-2-yl)-N'-((3-oxo-1,2,3,5,6,7-hexahydro-s-indacen-4-yl)carbamoyl)-thiazole-5-sulfonimidamide OC(C)(C)C=1SC(=CN1)[S@@](=O)(N)=NC(NC1=C2C(CCC2=CC=2CCCC12)=O)=O